NC1=CC2=CC=C(C=C2C=C1)S(=O)(=O)[O-] 2-aminonaphthalene-6-sulfonate